4-oxa-1-azatricyclo[7.3.1.05,13]tridec-an-5(13),6,8,11-tetraen-10-one N12CCOC=3C=CC=C(C(C=C1)=O)C23